5-(p-Chlorophenyl)-6-{1-[(3-fluoro-4-methoxyphenyl)methyl]-1H-pyrazol-4-yl}-4-pyrimidinylamine ClC1=CC=C(C=C1)C=1C(=NC=NC1C=1C=NN(C1)CC1=CC(=C(C=C1)OC)F)N